((benzo[d]oxazol-2-ylmethyl)thio)-1-phenyl-1,5-dihydro-4H-pyrazolo[3,4-d]pyrimidin-4-one O1C(=NC2=C1C=CC=C2)CSC2=NN(C=1N=CNC(C12)=O)C1=CC=CC=C1